BrC1=C(C(=C(C=C1)OC)F)C=C bromo-3-fluoro-4-methoxy-2-vinylbenzene